FC=1C=C(C=CC1F)N1C(CCCC1=O)C1=NC2=C(N1C1CCN(CC1)CC(=O)N)C=CC(=C2)C=2C(=NOC2C)C (2-(4-(2-(1-(3,4-difluorophenyl)-6-oxopiperidin-2-yl)-5-(3,5-dimethylisoxazol-4-yl)-1H-benzo[d]imidazol-1-yl)piperidin-1-yl)acetamide)